[7-(tert-butoxycarbonylamino)-2,3-dihydro-1,4-benzodioxin-5-yl] tertbutyl carbonate C(OC1=CC(=CC=2OCCOC21)NC(=O)OC(C)(C)C)(OC(C)(C)C)=O